2-(3-(diphenylboryl)phenyl)-4,4,5,5-tetramethyl-1,3,2-dioxaborolan C1(=CC=CC=C1)B(C=1C=C(C=CC1)B1OC(C(O1)(C)C)(C)C)C1=CC=CC=C1